2-(1,3-benzodioxol-5-yloxy)-4-iodo-pyridine O1COC2=C1C=CC(=C2)OC2=NC=CC(=C2)I